FC1=CC=C2C(=NC(=NC2=C1)C)SCC(=O)C1=CC=CS1 5-(2-((7-fluoro-2-methylquinazolin-4-yl)thio)acetyl)thiophen